ClC=1C(=NC=C(C1)Cl)C(C)(C)N 2-(3,5-dichloro-pyridin-2-yl)propan-2-amine